C[C@H]1CN(CCO1)C1=CC=C(N=N1)N 6-((S)-2-Methyl-morpholin-4-yl)-pyridazin-3-ylamine